2-[6-[3-(Difluoromethyl)-4-fluoro-phenyl]pyrazolo[4,3-b]pyridin-1-yl]-N-ethyl-acetamide FC(C=1C=C(C=CC1F)C=1C=C2C(=NC1)C=NN2CC(=O)NCC)F